CCCCCCCC/C=C\CCCCCCCCCC(=O)OC[C@H](COP(=O)(O)OC[C@@H](C(=O)O)N)OC(=O)CCCCC/C=C\C/C=C\C/C=C\C/C=C\CCCCC 1-(11Z-eicosenoyl)-2-(7Z,10Z,13Z,16Z-docosatetraenoyl)-glycero-3-phosphoserine